C(CC([2H])([2H])[2H])(=O)C=1C(=CC(=NC1)NC(=O)C1CC1)NC1=C2N([C@@H](C=3N(C2=CC=C1)C(N(N3)C)=O)C)C |r| rac-N-(5-(propanoyl-3,3,3-d3)-4-((2,4,5-trimethyl-1-oxo-1,2,4,5-tetrahydro-[1,2,4]triazolo[4,3-a]quinoxalin-6-yl)amino)pyridin-2-yl)cyclopropanecarboxamide